N1(CCOCC1)CCCNC1=NC=C(C=N1)B(O)O (2-[(3-MORPHOLIN-4-YLPROPYL)AMINO]PYRIMIDIN-5-YL)BORONIC ACID